C(C)C1(COC1)COCCCCCCC1=CC=C(C=C1)C=1C(=C(C=CC1NC1=CC=CC=C1)C1=CC=C(C=C1)NC1=CC=CC=C1)C1=CC=C(C=C1)CCCCCCOCC1(COC1)CC bis(4-(6-((3-ethyloxetan-3-yl)methoxy)hexyl)phenyl)-N4,N4'-diphenylbiphenyl-4,4'-diamine